FC1=C(C(=CC=C1)C)N1CCN(CC1)C1=CC=2C(=NC=CN2)N(C1=O)CC1=NC=CN=C1C(F)(F)F 7-(4-(2-fluoro-6-methylphenyl)piperazin-1-yl)-5-((3-(trifluoromethyl)pyrazin-2-yl)methyl)pyrido[2,3-b]pyrazin-6(5H)-one